7-chloro-2-((2-methoxyethyl)amino)-1-methyl-5-phenyl-1,5-dihydro-4H-imidazo[4,5-c]quinolin-4-one ClC=1C=CC=2C3=C(C(N(C2C1)C1=CC=CC=C1)=O)N=C(N3C)NCCOC